C(C)(C)C=1C=NN2C1N=C(C=C2NCC2CC1CCC(C2)N1C(=O)OC1CN(C1)C(C(=C)F)=O)NC1CCOCC1 1-(2-fluoroacryloyl)azetidin-3-yl 3-(((3-isopropyl-5-((tetrahydro-2H-pyran-4-yl)amino)pyrazolo[1,5-a]pyrimidin-7-yl)amino)methyl)-8-azabicyclo[3.2.1]octane-8-carboxylate